methyl (S)-2-((3-bromo-2-((4-chloro-2-fluorobenzyl)oxy)-5,8-dihydro-1,7-naphthyridin-7(6H)-yl)methyl)-1-(oxetan-2-ylmethyl)-1H-benzo[d]imidazole-6-carboxylate BrC=1C(=NC=2CN(CCC2C1)CC1=NC2=C(N1C[C@H]1OCC1)C=C(C=C2)C(=O)OC)OCC2=C(C=C(C=C2)Cl)F